(Tert-Butoxycarbonyl)(1-((3aS,4R,6aR)-6-formyl-2,2-dimethyl-3a,6a-dihydro-4H-cyclopenta[d][1,3]dioxol-4-yl)-1H-pyrazolo[3,4-d]pyrimidin-4-yl)carbamic acid tert-butyl ester C(C)(C)(C)OC(N(C1=C2C(=NC=N1)N(N=C2)[C@@H]2C=C([C@H]1OC(O[C@H]12)(C)C)C=O)C(=O)OC(C)(C)C)=O